C(#N)C(C(=O)NC(OCC)=O)=NNC1=CC(=C(C(=C1)Cl)OC1=NN(C(C=C1)=O)C1=CC=C(C=C1)F)Cl ethyl (2-cyano-2-(2-(3,5-dichloro-4-((1-(4-fluorophenyl)-6-oxo-1,6-dihydropyridazin-3-yl)oxy)phenyl)hydrazono)acetyl)carbamate